O[C@@H](CN1[C@@H](C[C@@H](C1)COC=1C=NC(=CC1)S(=O)(=O)C)C)C=1C=C(C#N)C=CC1 3-[(1R)-1-hydroxy-2-[(2R,4S)-4-{[(6-methanesulfonylpyridin-3-yl)oxy]methyl}-2-methylpyrrolidin-1-yl]ethyl]benzonitrile